C(C)S(=O)(=O)C=1C=CC(=C(C1)N1C=C(N=CC1=O)CCC1CCN(CC1)C(=O)OC(C)(C)C)C=1C2=C(C(N(C1)C)=O)N(C=C2)S(=O)(=O)C2=CC=C(C=C2)C tert-butyl 4-[2-[4-[5-ethylsulfonyl-2-[6-methyl-7-oxo-1-(p-tolylsulfonyl) pyrrolo[2,3-c]pyridin-4-yl]phenyl]-5-oxo-pyrazin-2-yl]ethyl]piperidine-1-carboxylate